FC1=C(N)C=CC(=C1)C1=NC=CN=C1 2-fluoro-4-(pyrazin-2-yl)aniline